C(C)(C)(C)OC(=O)N1CC(C1)NC1=CC(=C(C=C1)C(=O)N1CCN(CC1)C)Cl.C(C)C=1C=CC2=C(C3=CC=CC=C3C=C2C1)OC(=O)C1C(CCCC1)C(=O)O 3-Ethyl-9-(2-carboxycyclohexyl)carbonyloxyanthracene tert-butyl-3-(3-chloro-4-(4-methylpiperazine-1-carbonyl)phenylamino)azetidine-1-carboxylate